1,1-di(hydroxyphenyl)-1-tolylethane OC1=C(C=CC=C1)C(C)(C1=C(C=CC=C1)C)C1=C(C=CC=C1)O